benzyl 1-oxa-4,9-diazaspiro[5.5]undecane-4-carboxylate hydrochloride salt Cl.O1CCN(CC12CCNCC2)C(=O)OCC2=CC=CC=C2